C(#N)C=1C=C(C=CC1N1CCCC1)NC(C(=O)NC1=CNC2=CC(=C(C=C12)F)F)=O N'-[3-cyano-4-(pyrrolidin-1-yl)phenyl]-N-(5,6-difluoro-1H-indol-3-yl)ethanediamide